COCCOCCC1=CC=CC=2C3=CC=CC=C3CC12 2-(2-methoxyethoxy)ethyl-9H-fluorene